ClC=1C=CC(=C(C1)C1=NC=CC=C1C1=NN2C(C=CC=C2)=N1)F 2-(5-Chloro-2-fluorophenyl)pyridin-3-yl-[1,2,4]triazolo[1,5-a]pyridin